C(CCC)N(C1=CC=C(C=C1)C1=C(C(C1=S)=C1C=CC(C=C1)=[N+](CCCC)CCCC)[S-])CCCC 2-(4-(dibutylamino)phenyl)-4-(4-(dibutyliminio)cyclohexa-2,5-dien-1-ylidene)-3-thioxocyclobut-1-enethiolate